Methylspiro[cyclohexane-1,1'-indene]-3-one CC=1C2(C3=CC=CC=C3C1)CC(CCC2)=O